C[Si](N(CCC[Si](OCC)(OCC)OCC)[Si](C)(C)C)(C)C N,N-bis(trimethylsilyl)-3-aminopropyl-triethoxysilane